4-(4-Methylpiperazin-1-yl)-N-(5-(pyridin-3-yl)-1H-pyrazolo[3,4-b]pyridin-3-yl)benzamid CN1CCN(CC1)C1=CC=C(C(=O)NC2=NNC3=NC=C(C=C32)C=3C=NC=CC3)C=C1